P(=O)(OCCN(C)CC1=C(C=CC(=C1)NC([C@H](C)NC([C@H](C)NC(=O)OC(C)(C)C)=O)=O)CO)(OCC[N+](C)(C)C)[O-] 2-((5-((S)-2-((S)-2-((tert-butoxycarbonyl)amino)propanamido)propanamido)-2-(hydroxymethyl)benzyl)(methyl)amino)ethyl (2-(trimethylammonio)ethyl) phosphate